O1-[2-[[7-(1-heptyloctoxy)-7-oxo-heptanoyl]oxymethyl]-3-hydroxy-propyl] O7-(1-heptyloctyl) heptanedioate C(CCCCCC(=O)OC(CCCCCCC)CCCCCCC)(=O)OCC(CO)COC(CCCCCC(=O)OC(CCCCCCC)CCCCCCC)=O